2-(3-cyano-4-fluorophenyl)-2-hydroxy-N,N-bis(4-methoxybenzyl)propane-1-sulfonamide C(#N)C=1C=C(C=CC1F)C(CS(=O)(=O)N(CC1=CC=C(C=C1)OC)CC1=CC=C(C=C1)OC)(C)O